FC([C@@H]1[C@H](C1)C(=O)OCC)(F)F ethyl (1S,2S)-2-(trifluoromethyl)cyclopropanecarboxylate